(6-(2-(methylsulfonyl)pyrimidin-5-yl)hex-5-ynyl)glycylglycine CS(=O)(=O)C1=NC=C(C=N1)C#CCCCCNCC(=O)NCC(=O)O